tert-butyl 4-(4-{4-amino-3-[4-(difluoromethanesulfonamido)-3-[(1S)-1-(4-fluorophenyl) ethoxy]phenyl]-1-methyl-1H-pyrazolo[4,3-c]pyridin-7-yl}-1H-pyrazol-1-yl)cyclohexane-1-carboxylate NC1=NC=C(C2=C1C(=NN2C)C2=CC(=C(C=C2)NS(=O)(=O)C(F)F)O[C@@H](C)C2=CC=C(C=C2)F)C=2C=NN(C2)C2CCC(CC2)C(=O)OC(C)(C)C